(S)-7-((1-acetylpyrrolidin-3-yl)oxy)-4-(o-tolyl)-2H-chromen-2-one C(C)(=O)N1C[C@H](CC1)OC1=CC=C2C(=CC(OC2=C1)=O)C1=C(C=CC=C1)C